dimethyl 2-[5-[2-[2-[tert-butoxycarbonyl(methyl)amino]ethoxy]ethoxy]-4-cyano-2-nitro-phenyl]propanedioate C(C)(C)(C)OC(=O)N(CCOCCOC=1C(=CC(=C(C1)C(C(=O)OC)C(=O)OC)[N+](=O)[O-])C#N)C